2-methyl-3-[5-(2-methyl-1,3-dioxolan-2-yl)furan-2-yl]propanoate CC(C(=O)[O-])CC=1OC(=CC1)C1(OCCO1)C